FC(F)(F)C1=C(C=CC=C1)C12CNCC2(C1)C(=O)N 5-(trifluoromethylphenyl)-3-azabicyclo[3.1.0]hexane-1-carboxamide